(R)-6-chloro-3-((1-(2-chloro-3-(4,4-difluoropiperidin-1-yl)-7-methylquinoxalin-5-yl)ethyl)amino)picolinic acid ClC1=CC=C(C(=N1)C(=O)O)N[C@H](C)C1=C2N=C(C(=NC2=CC(=C1)C)Cl)N1CCC(CC1)(F)F